Methyl 2-[3-(hydroxymethyl)cyclobutyl]-5-nitro-indazole-6-carboxylate OCC1CC(C1)N1N=C2C=C(C(=CC2=C1)[N+](=O)[O-])C(=O)OC